N-(5-cyano-1,3,4-thiadiazol-2-yl)isoxazolo[4,3-h]quinoline C(#N)C1=NN=C(S1)N1OCC=2C=CC=3C=CC=NC3C21